(S)-1,4-Dioxo-1,4-bis(pentyloxy)butan-2-aminium chloride [Cl-].O=C([C@H](CC(OCCCCC)=O)[NH3+])OCCCCC